ClC=1C=C2C(=C3C1NC(NC31CCCCC1)=O)OC(=N2)CN2CCC1(CCOC1=O)CC2 5-chloro-2-({1-oxo-2-oxa-8-azaspiro[4.5]decan-8-yl}methyl)-7,8-dihydro-6H-spiro[[1,3]oxazolo[5,4-f]quinazoline-9,1'-cyclohexane]-7-one